OC(COC=1C=C(C=2N(C1)N=CC2C#N)C=2C=NC(=CC2)N2CC1N(C(C2)C1)CC=1C=NC(=CC1)OC)(C#C)C 6-((2-hydroxy-2-methylbut-3-yn-1-yl)oxy)-4-(6-(6-((6-methoxypyridin-3-yl)methyl)-3,6-diazabicyclo[3.1.1]heptan-3-yl)pyridin-3-yl)pyrazolo[1,5-a]pyridine-3-carbonitrile